(S)-2-amino-6-borono-2-((1S,3R)-3-((2-fluorobiphenyl-3-yl)methylamino)cyclobutyl)hexanoic acid N[C@@](C(=O)O)(CCCCB(O)O)C1CC(C1)NCC=1C(=C(C=CC1)C1=CC=CC=C1)F